N-(2-pyridinylmethyl)-N'-(2-benzoxazolyl)-N'-(5,6,7,8-tetrahydro-8-quinolinyl)-1,4-benzenedimethanamine N1=C(C=CC=C1)CNCC1=CC=C(C=C1)CN(C1CCCC=2C=CC=NC12)C=1OC2=C(N1)C=CC=C2